1-(4-trifluoromethoxyphenyl)-3-(2-chlorobenzoyl)urea FC(OC1=CC=C(C=C1)NC(=O)NC(C1=C(C=CC=C1)Cl)=O)(F)F